COC1=CC=C(C=C1)N1SC2=NC=CC=C2C1=O 2-(4-methoxyphenyl)isothiazolo[5,4-b]pyridin-3(2H)-one